3-((6-methylenedecan-5-yl)oxy)propionitrile C=C(C(CCCC)OCCC#N)CCCC